C(CS)(=O)OCC(COC(CS)=O)(COC(CS)=O)COC(CS)=O pentaerythritol-tetrakis(thio glycolate)